bis-dimethylaminoethanol diphosphate P(O)(=O)(OP(=O)(O)O)OC(C)(N(C)C)N(C)C